ClC=1C=CC2=C(N(C3=C(CC2)C=CC=C3)CCCCN(C/C=C/C(=O)OC)C)C1 Methyl (E)-4-[4-(3-chloro-10,11-dihydro-5H-dibenzo[b,f]azepin-5-yl)butyl-methyl-amino]but-2-enoate